NCC1CCC(CC1)NC1=CC=C(C=C1)C(C)(C)C N-(4-(aminomethyl)cyclohexyl)-4-(tert-butyl)aniline